C(C)(C)(C)N(C(O)=O)CC1CCN(CC1)C1=NC=CC(=N1)C(CC(=O)C1=C(C=CC=C1)O)O.S1C(=NC2=C1C=CC=C2)C2=C(C(=O)N)C=CC(=C2)S(=O)(=O)N2CCCC1=CC=CC=C21 (benzo[d]thiazol-2-yl)-4-((3,4-dihydroquinolin-1(2H)-yl)sulfonyl)benzamide tert-Butyl-((1-(4-(1-hydroxy-3-(2-hydroxyphenyl)-3-oxopropyl)pyrimidin-2-yl)piperidin-4-yl)methyl)carbamate